C1(=CC=CC=C1)C1=NC(=NC=C1)C(=O)N 4-phenylpyrimidinamide